C(CCC\C=C/C\C=C/C\C=C/C\C=C/C\C=C/CC)OC(C(=O)O)CC 2-((5Z,8Z,11Z,14Z,17Z)-icosa-5,8,11,14,17-pentaenyloxy)butanoic acid